N1N=CC2=CC(=CC=C12)NC1=NC(=NC2=CC=CC=C12)C1=CC=C(C=C1)C=CC(=O)NC1CC1 3-(4-(((1H-indazol-5-yl)amino)quinazolin-2-yl)phenyl)-N-cyclopropylacrylamide